C(CCCCCCC)OC([C@H](CN)C)=O.C(CCCCCCCC=CCCCCCCCC)(=O)O 9-octadecenoic acid n-octyl-(S)-beta-aminoisobutyrate